{5-[4-(2,6-dichloro-benzyl)-piperazin-1-yl]-4-methyl-benzofuran-2-yl}-morpholin-4-yl-methanone ClC1=C(CN2CCN(CC2)C=2C=CC3=C(C=C(O3)C(=O)N3CCOCC3)C2C)C(=CC=C1)Cl